ClC=1C(=NC(=NC1)NC1=C(C=C(C=C1)N=S(=O)(C)C)OC(C)C)C1=CNC2=CC=CC=C12 5-chloro-N-[4-[[dimethyl(oxo)-λ6-sulfanylidene]amino]-2-isopropoxy-phenyl]-4-(1H-indol-3-yl)pyrimidin-2-amine